C(CCCCCCCCCCCC=C)S(=O)(=O)[O-].[Na+] sodium tetradeca-13-ene-1-sulfonate